BrC=1C=CC2=C(C(=NC(C=3N2N=C(N3)C(=O)O)C)C3=NC=CC=C3F)C1Cl 8-bromo-7-chloro-6-(3-fluoro-2-pyridyl)-4-methyl-4H-[1,2,4]triazolo[1,5-a][1,4]benzodiazepine-2-carboxylic acid